C(C1=CC=CC=C1)C1=NC(=NN1)C(=O)N[C@@H]1CCC2=C(N(C1=O)C([2H])([2H])[2H])C=C(C=C2)N2CC1(C2)CCOCC1 |r| (±)-5-Benzyl-N-(1-(methyl-d3)-2-oxo-8-(7-oxa-2-azaspiro[3.5]nonan-2-yl)-2,3,4,5-tetrahydro-1H-benzo[b]azepin-3-yl)-1H-1,2,4-triazole-3-carboxamid